C1(=CC=C(C=C1)C(=O)C1=C(OC(=C1)C(F)(F)F)N)C1=CC=CC=C1 [1,1'-biphenyl]-4-yl-(2-amino-5-(trifluoromethyl)furan-3-yl)Methanone